[Cl-].C(#N)C=1C=C(C[N+]2=CC=C(C=C2)C2=CC=[N+](C=C2)CC2=CC(=CC=C2)C#N)C=CC1.[Cl-] 1,1'-bis(3-cyanobenzyl)-[4,4'-bipyridine]-1,1'-diium chloride